4-(2-(6-(3-(((tert-butoxycarbonyl)(methyl)amino)methyl)imidazo[1,2-a]pyridin-6-yl)-2,3-difluorophenoxy)ethyl)-1,5-dimethyl-1H-pyrazole-3-carboxylic acid C(C)(C)(C)OC(=O)N(C)CC1=CN=C2N1C=C(C=C2)C2=CC=C(C(=C2OCCC=2C(=NN(C2C)C)C(=O)O)F)F